1-(4-(2-(4-(2-acetoxy-3-(N-(methylsulfonyl)acetamido)propoxy) phenyl)propan-2-yl)-2,6-dichlorophenoxy)-3-chloropropan-2-yl acetate C(C)(=O)OC(COC1=C(C=C(C=C1Cl)C(C)(C)C1=CC=C(C=C1)OCC(CN(C(C)=O)S(=O)(=O)C)OC(C)=O)Cl)CCl